C(CCCCC)(=O)[O-].ClC1=CC=C(C(C(=O)N)=C1)O.[Na+] sodium 5-chlorosalicylamide caproate